6-bromo-2,3-dihydroimidazolo[1,2-a]pyridine BrC=1C=CC=2N(C1)CCN2